decyl(3-isopropyl-6-methylcyclohex-2-en-1-yl)sulfane C(CCCCCCCCC)SC1C=C(CCC1C)C(C)C